ClC1=C(CN2N=CC(=C2C(F)(F)F)C(=O)O)C=CC=C1F 1-(2-chloro-3-fluorobenzyl)-5-(trifluoromethyl)-1H-pyrazole-4-carboxylic acid